N-(2-bromophenyl)-1,1-difluoromethanesulfonamide BrC1=C(C=CC=C1)NS(=O)(=O)C(F)F